3-bromophenylethynyl bromide BrC=1C=C(C=CC1)C#CBr